ClC=1C=C(C=CC1)[C@@H]1[C@H](C1)C1=NC2=C(N1)C=C(C=C2)N 2-((1S,2S)-2-(3-chlorophenyl)cyclopropyl)-1H-benzo[d]imidazol-6-amine